C1(CCC(C1)O)O 1,4-cyclopentanediol